C(C1=CC=CC=C1)OC1=C(C(=O)N(C2=CC=C(C=C2)Cl)CC2=CC=C(C(=O)OC)C=C2)C=C(C(=C1)OCC1=CC=CC=C1)C(C)C methyl 4-((2,4-bis(benzyloxy)-N-(4-chlorophenyl)-5-isopropylbenzamido)methyl)benzoate